3,4-bis(dl-m-methoxyphenyl-phosphino)-2-methylthiophene COC=1C=C(C=CC1)PC1=C(SC=C1PC1=CC(=CC=C1)OC)C